(2-(2-((1-Acetylpiperidin-4-yl)methyl)-6-fluorobenzyl)-8-amino-[1,2,4]triazolo[1,5-a]pyrazin-6-yl)-2-fluorobenzonitrile C(C)(=O)N1CCC(CC1)CC1=C(CC2=NN3C(C(=NC(=C3)C=3C(=C(C#N)C=CC3)F)N)=N2)C(=CC=C1)F